2-chloro-N-{(2-(2,6-dioxo(3-piperidyl))-1,3-dioxoisoindolin-4-yl)methyl}acetamide ClCC(=O)NCC1=C2C(N(C(C2=CC=C1)=O)C1C(NC(CC1)=O)=O)=O